OC1=C(C=CC=C1)C1=C(C=CC=C1)S(=O)[O-] 2-(2'-Hydroxyphenyl)benzenesulfinate